3-(5-(4-(5-(4-(3-(4-Fluoro-3-methoxyphenyl)-7-hydroxychroman-4-yl)phenoxy)pentyl)piperazin-1-yl)-1-oxoisoindolin-2-yl)piperidin-2,6-dion FC1=C(C=C(C=C1)C1COC2=CC(=CC=C2C1C1=CC=C(OCCCCCN2CCN(CC2)C=2C=C3CN(C(C3=CC2)=O)C2C(NC(CC2)=O)=O)C=C1)O)OC